2H,8H-pyrazolo[3,4-b]indol N=1NC=C2C1NC1=CC=CC=C21